(1R,3S,5R)-3-((6-chloropyrazin-2-yl)carbamoyl)-5-methyl-2-azabicyclo[3.1.0]Hexane-2-carboxylic acid tert-butyl ester C(C)(C)(C)OC(=O)N1[C@@H]2C[C@@]2(C[C@H]1C(NC1=NC(=CN=C1)Cl)=O)C